(3AR,11aS)-6-methyl-1-(6-methyl-4-(trifluoromethyl)pyridin-2-yl)-5-(2-morpholinoethyl)-1,3a,4,5,10,11a-hexahydro-2H-benzo[b]pyrrolo[2,3-f][1,4]diazocine-2,11(3H)-dione CC1=CC=CC2=C1N(C[C@@H]1[C@@H](C(N2)=O)N(C(C1)=O)C1=NC(=CC(=C1)C(F)(F)F)C)CCN1CCOCC1